S(=O)(=O)(ON1[C@@H]2CC[C@H](N(C1=O)C2)C(NS(=O)(=O)C(C)C)=N)O (2S,5R)-2-(N-(isopropylsulfonyl)carbamimidoyl)-7-oxo-1,6-diazabicyclo[3.2.1]octan-6-yl hydrogen sulfate